(S)-2-amino-3-(5-methyl-1H-indol-3-yl)propionic acid N[C@H](C(=O)O)CC1=CNC2=CC=C(C=C12)C